C[NH+]1CN(CC1)C N,N'-dimethylimidazolinium